ClC1=NC=C(C(=C1)NC[C@@H](COC1=C(C=NN1C)C1=NC=CC(=N1)N)F)C#CC=1C=NN(C1)C (S)-2-(5-(3-((2-chloro-5-((1-methyl-1H-pyrazol-4-yl)ethynyl)pyridin-4-yl)amino)-2-fluoropropoxy)-1-methyl-1H-pyrazol-4-yl)pyrimidin-4-amine